CNC1=C(C=CC=C1)N=NC1=CC=CC=C1 methylamino-azobenzene